FC(C1=CC=C(C=N1)C(C)=O)(F)F 1-[6-(trifluoromethyl)pyridin-3-yl]ethanone